OC[C@H](C1=CC=CC=C1)NC1=CC(=NC=C1C1=NC(=NO1)N1CCOCC1)NC=1C=C2CNC(C2=CC1)=O (S)-5-((4-((2-hydroxy-1-phenylethyl)amino)-5-(3-morpholino-1,2,4-oxadiazol-5-yl)pyridin-2-yl)amino)isoindolin-1-one